Cl.CNCC1=C(C(=O)O)C=CC=C1 2-[(methylamino)methyl]benzoic acid HCl